5-chloro-1-[(4-methoxyphenyl)methyl]-3-(3-methylbut-1-ynyl)pyrazin-2-one ClC=1N=C(C(N(C1)CC1=CC=C(C=C1)OC)=O)C#CC(C)C